ClC1=C(C=CC=C1C)C=1CCCC2=C(C1C1=CC=C(C=C1)C=C1CN(C1)CCCF)C=CC=C2 8-(2-Chloro-3-methylphenyl)-9-(4-((1-(3-fluoropropyl)azetidin-3-yliden)methyl)phenyl)-6,7-dihydro-5H-benzo[7]annulen